Methyl 4-methyl-4-piperidine-carboxylate CC1(CCNCC1)C(=O)OC